(2R)-2-(6-{5-chloro-2-[(oxacyclohex-4-yl)amino]pyrimidin-4-yl}-1-oxo-2,3-dihydro-1H-isoindol-2-yl)-N-cyclopentylpropanamide ClC=1C(=NC(=NC1)NC1CCOCC1)C1=CC=C2CN(C(C2=C1)=O)[C@@H](C(=O)NC1CCCC1)C